N1=CC=CC2=C(C=NC=C12)C=O 1,7-naphthyridin-5-ylmethanone